C(C=CC1=CC=CC=C1)(=O)OC(CC1=CC=CC=C1)(C)C 2-methyl-1-phenylpropan-2-yl cinnamate